CC1=C(C=C(C=C1)NC1CN(C1)C(=O)OC(C)(C)C)C(N[C@H](C)C1=CC=C(C2=CC=CC=C12)C#CC1CCNCC1)=O tert-butyl (R)-3-((4-methyl-3-((1-(4-(piperidin-4-ylethynyl)naphthalen-1-yl)ethyl)carbamoyl)phenyl)amino)azetidine-1-carboxylate